C(C)(C)C1=C(C(=CC=C1)C(C)C)\N=C\C1=CC=CC(=N1)N(C)C (E)-6-(((2,6-diisopropylphenyl)imino)methyl)-N,N-dimethylpyridin-2-amine